COC1=C(C(=C2C(=N1)N=CS2)OC)C2=CN(C1=NC(=CC=C12)NC(=O)NCCN(C)C)COCC[Si](C)(C)C 1-(3-(5,7-dimethoxythiazolo[4,5-b]pyridin-6-yl)-1-((2-(trimethylsilyl)ethoxy)methyl)-1H-pyrrolo[2,3-b]pyridin-6-yl)-3-(2-(dimethylamino)ethyl)urea